1-benzyl-4-(3-benzyl-oxycyclobutoxy)-3,6-dihydro-2H-pyridine C(C1=CC=CC=C1)N1CCC(=CC1)OC1CC(C1)OCC1=CC=CC=C1